1-(4-(6-chloro-8-fluoro-7-(3-hydroxy-naphthalen-1-yl)-2-(2-morpholino-ethoxy)quinazolin-4-yl)piperazin-1-yl)-2-fluoroprop-2-en-1-one ClC=1C=C2C(=NC(=NC2=C(C1C1=CC(=CC2=CC=CC=C12)O)F)OCCN1CCOCC1)N1CCN(CC1)C(C(=C)F)=O